[N-](S(=O)(=O)C(F)(F)F)S(=O)(=O)C(F)(F)F.[N-]=C=O.[N-]=C=O.C1(=CC=CC=C1)CC1=CC=CC=C1 diphenylmethane diisocyanate bis(trifluoromethanesulfonyl)imide